C(C)OC1=C(C=C2CCN([C@H](C2=C1)CCC1=CNC2=CC=C(C=C12)OC)S(=O)(=O)C1=CC(=C(C=C1)F)F)OC (S)-7-ethoxy-6-methoxy-1-(2-(5-methoxy-1H-indol-3-yl)ethyl)-2-(3,4-difluorophenyl)sulfonyl-1,2,3,4-tetrahydroisoquinoline